2-chloro-3-methoxypyridin ClC1=NC=CC=C1OC